1-(4-Hydroxyphenyl)-β-carboline OC1=CC=C(C=C1)C1=NC=CC=2C3=CC=CC=C3NC12